BrCC\C=C\CCCCCCCCCCCCCC(OCC)OCC (3E)-1-bromo-18,18-diethoxy-3-octadecene